Imino(4-(((5-(isoindolin-2-ylmethyl)quinolin-8-yl)oxy)methyl)phenyl)(methyl)-λ6-sulfanone N=S(=O)(C)C1=CC=C(C=C1)COC=1C=CC(=C2C=CC=NC12)CN1CC2=CC=CC=C2C1